5-chloro-2-((2-methoxy-4-methylphenyl)amino)benzoic acid ClC=1C=CC(=C(C(=O)O)C1)NC1=C(C=C(C=C1)C)OC